CN1CC(C1)NC(=O)C1=NN2C(N=C(C=C2OC2=CC=CC=C2)C2=CC=CC=C2)=C1 N-(1-methylazetidin-3-yl)-7-phenoxy-5-phenylpyrazolo[1,5-a]pyrimidine-2-carboxamide